O=C1CCC[C@@H]2N1CCN(C2)C(=O)OCC2=CC=CC=C2 benzyl (9aS)-6-oxo-3,4,7,8,9,9a-hexahydro-1H-pyrido[1,2-a]pyrazine-2-carboxylate